O=C1NC(CCC1NC(=O)C1CNCC1C)=O N-(2,6-dioxo-3-piperidinyl)-4-methyl-3-pyrrolidinecarboxamide